2-[(2S)-2-[(2-chlorophenyl)methyl]azepan-1-yl]-4-morpholino-1H-pyrimidin-6-one ClC1=C(C=CC=C1)C[C@H]1N(CCCCC1)C=1NC(C=C(N1)N1CCOCC1)=O